COCNC(NCOC)=O di(methoxymethyl)urea